7-(3-methylbenzyl)-4-(4-trifluoromethylbenzyl)-6,7,8,9-tetrahydroimidazo[1,2-a]pyrido[3,4-e]pyrimidin-5(4H)-one CC=1C=C(CN2CC=3C(N(C=4N(C3CC2)C=CN4)CC4=CC=C(C=C4)C(F)(F)F)=O)C=CC1